FC1=C(C(=CC2=CC=CC=C12)OC)CCNC1=CC=NC=N1 6-[2-(1-fluoro-3-methoxy-naphthalen-2-yl)-ethylamino]-pyrimidin